2-cyano-3-(6-(piperidin-1-yl)naphthalen-2-yl)-N-((3,4,5,6-tetrahydroxy-tetrahydro-2H-pyran-2-yl)methyl)acrylamide C(#N)C(C(=O)NCC1OC(C(C(C1O)O)O)O)=CC1=CC2=CC=C(C=C2C=C1)N1CCCCC1